dibutyl 2,3-dioxosuccinate O=C(C(=O)OCCCC)C(C(=O)OCCCC)=O